15-ethyloxacyclopentadecan-2-one C(C)C1CCCCCCCCCCCCC(O1)=O